3-{5-oxo-4H,6H,7H-[1,2,4]triazolo[1,5-a]pyrimidin-6-yl}propionamide O=C1NC=2N(CC1CCC(=O)N)N=CN2